FC1=C(C=CC2=C1N(CCO2)CC=2C(=CC(=C(C2)NC(=O)NC=2C(=C(SC2)C(=O)O[2H])C(=O)OC)F)OC)F 4-[({5-[(5,6-difluoro-2,3-dihydro-1,4-benzoxazin-4-yl)methyl]-2-fluoro-4-methoxyphenyl}carbamoyl)amino]-3-(methoxycarbonyl)thiophene-2-carboxylic acid-d